3,5-difluoro-4-iodo-aniline FC=1C=C(N)C=C(C1I)F